CO[Si](CCCNCCN)(OC)OC N-(3-trimethoxysilylpropyl)ethane-1,2-diamine